4-BENZYL-PIPERIDINO-ISOCYANO-ACETAMIDE C(C1=CC=CC=C1)C1CCN(CC1)C(C(=O)N)[N+]#[C-]